Cl.Cl.ClC=1C=C2CC(COC2=CC1)C(=O)C1=CN(C2=C1C=NC(=C2)C=2C(=NNC2)OC)CCN(C)C (6-Chlorochroman-3-yl)-[1-[2-(dimethylamino)ethyl]-6-(3-methoxy-1H-pyrazol-4-yl)pyrrolo[3,2-c]pyridin-3-yl]methanone dihydrochloride